CC(C)OC([C@@H](NC(=O)OC(C)OC(C(C)C)=O)CCC(C)=O)=O N-({1-[(2-methylpropanoyl)oxy]ethoxy}carbonyl)-5-oxo-L-norleucine 1-methylethyl ester